(2-fluorophenyl)-2-[(3R)-3-methylmorpholin-4-yl]-8-[1-(tetrahydro-2H-pyran-2-yl)-1H-pyrazol-5-yl]-1,7-naphthyridine FC1=C(C=CC=C1)C=1C(=NC2=C(N=CC=C2C1)C1=CC=NN1C1OCCCC1)N1[C@@H](COCC1)C